C(C1=CC=CC=C1)[C@@H]1CC(N1[Si](C)(C)C(C)(C)C)=O (R)-4-benzyl-1-(tert-butyldimethylsilyl)azetidin-2-one